(S)-4-(3-fluorobenzyl)-N-(7-((1-(2-hydroxy-2-methylpropyl)-1H-1,2,3-triazol-4-yl)methoxy)-5-methyl-4-oxo-2,3,4,5-tetrahydrobenzo[b][1,4]oxazepin-3-yl)-1H-pyrazole-1-carboxamide FC=1C=C(CC=2C=NN(C2)C(=O)N[C@@H]2C(N(C3=C(OC2)C=CC(=C3)OCC=3N=NN(C3)CC(C)(C)O)C)=O)C=CC1